BrC1=C(C(=CC(=C1)F)Cl)C=1C(=NN(C1)CC)C(F)(F)F 4-(2-bromo-6-chloro-4-fluorophenyl)-1-ethyl-3-(trifluoromethyl)-1H-pyrazole